[Si](C)(C)(C(C)(C)C)OCCN1C(C=CC2=CC=C(C(=C12)CC=O)F)=O 2-(1-(2-((tert-butyldimethylsilyl)oxy)ethyl)-7-fluoro-2-oxo-1,2-dihydroquinolin-8-yl)acetaldehyde